N[C@@H]1CN(C[C@@H]1OC)C1=CC=2C[C@@H]3N(CC2C=C1)[C@@H](CN(C3)C3=C1C=CC=NC1=C(C=C3)C#N)C 5-[(4R,11aS)-9-[(3R,4S)-3-Amino-4-methoxypyrrolidin-1-yl]-4-methyl-1,3,4,6,11,11a-hexahydropyrazino[1,2-b]isochinolin-2-yl]chinolin-8-carbonitril